(1S,4R)-4-((1R,3aS,4S,5S,7aR)-4-(cyanomethyl)-7a-methyl-1-((R)-6-methylheptan-2-yl)octahydro-1H-inden-5-yl)-4-methyl-3-oxocyclohexanol acetate C(C)(=O)O[C@@H]1CC([C@@](CC1)(C)[C@@H]1[C@H]([C@@H]2CC[C@@H]([C@]2(CC1)C)[C@H](C)CCCC(C)C)CC#N)=O